4-(3-fluorophenyl)-1-(5-(isopropylsulfanyl)-4-(4-methylpiperazin-1-yl)thiazol-2-yl)-3-methyl-1H-pyrazole-5-carboxylic acid FC=1C=C(C=CC1)C=1C(=NN(C1C(=O)O)C=1SC(=C(N1)N1CCN(CC1)C)SC(C)C)C